[Si](C)(C)(C(C)(C)C)OC[C@H](COCCCCCCCCCCCCCCCCCC)O (S)-1-((tert-butyldimethylsilyl)oxy)-3-(octadecyloxy)propan-2-ol